ClC=1C=C(C=CC1)CCN1C[C@@]([C@H](C1)COC1=CC=C(C=C1)S(=O)(=O)C)(O)C (3R,4R)-1-[2-(3-chlorophenyl)ethyl]-4-[(4-methylsulfonylphenoxy)methyl]-3-methylpyrrolidin-3-ol